FC(S(=O)(=O)NC1=C(C=C(C=C1)C1=NN(C(=C1C(=O)N)NC1=NC=CN=C1)COCC[Si](C)(C)C)O[C@@H](C)C1=CC=C(C=C1)F)F 3-[4-(difluoromethanesulfonamido)-3-[(1S)-1-(4-fluorophenyl)ethoxy]phenyl]-5-[(pyrazin-2-yl)amino]-1-{[2-(trimethylsilyl)ethoxy]methyl}-1H-pyrazole-4-carboxamide